2-[5-(4-chlorophenyl)-1,3,4-oxadiazol-2-yl]Piperidine-1-carboxylic acid tert-butyl ester C(C)(C)(C)OC(=O)N1C(CCCC1)C=1OC(=NN1)C1=CC=C(C=C1)Cl